1-(((S)-5-chloro-8-hydroxy-1,2,3,4-tetrahydroisoquinolin-1-yl)methyl)-4-(trifluoromethyl)pyrrolidin-2-one ClC1=C2CCN[C@@H](C2=C(C=C1)O)CN1C(CC(C1)C(F)(F)F)=O